C(=O)O.C(C)[C@H]1C[C@@H]2CN3C1[C@](C=1NC4=CC=C(C=C4C1CC3)OC)(C2)CO ((6S,7S,9S,11S)-7-Ethyl-2-Methoxy-7,8,9,10,12,13-Hexahydro-5H-6,9-Methanopyrido[1',2':1,2]Azepino[4,5-b]Indol-6(6aH)-Yl)Methanol Formic Acid Salt